N-(2-(3-hydroxy-3-methylbutyl)-6-(4-(2-hydroxypropan-2-yl)piperidin-1-yl)-2H-indazol-5-yl)-3-sulfamoylbenzamide OC(CCN1N=C2C=C(C(=CC2=C1)NC(C1=CC(=CC=C1)S(N)(=O)=O)=O)N1CCC(CC1)C(C)(C)O)(C)C